ClC1=C(N=C(NC1=O)C1=CC(=NC=C1)F)N1[C@H](CNCC1)C#N (2R)-1-[5-chloro-2-(2-fluoro-4-pyridinyl)-6-oxo-1H-pyrimidin-4-yl]piperazine-2-carbonitrile